NC1=C(SC2=NC(=CC=C21)C)C(=O)NC2CC=1C=C(C(=NC1CC2)N2CC(C(C2)OCCOC)N)F 3-amino-N-{2-[3-amino-4-(2-methoxyethoxy)pyrrolidin-1-yl]-3-fluoro-5,6,7,8-tetrahydroquinolin-6-yl}-6-methylthieno[2,3-b]pyridine-2-carboxamide